3-(5-(2-(methylamino)ethyl)-1,3,4-oxadiazol-2-yl)pyridin-2-amine CNCCC1=NN=C(O1)C=1C(=NC=CC1)N